Cl.NC[C@H]1NC([C@@H](OCC1)C1=CC(=CC=C1)C1=CC=C(C=C1)Cl)=O (2S,5S)-5-(aminomethyl)-2-[3-(4-chlorophenyl)phenyl]-1,4-oxazepan-3-one, hydrochloride